C(C)C1OC(C=2C(=C3C4C(C(OC3=CC2CCCCC)(C)C)CCC(=C4)C)O1)=O 2-Ethyl-8,8,11-trimethyl-5-pentyl-8a,9,10,12a-tetrahydro-4H,8H-benzo[c][1,3]dioxino[4,5-f]chromen-4-on